BrC1=C(C(=C(C(=C1CC#N)C#N)CC#N)Br)C#N 2,6-dibromo-3,5-bis(cyanomethyl)benzene-1,4-dinitrile